(R)-N-((S)-1-(benzofuran-5-yl)-ethyl)-2-methylpropane-2-sulfinamide O1C=CC2=C1C=CC(=C2)[C@H](C)N[S@](=O)C(C)(C)C